C(#N)C1(CCC1)C=1C=CC(=C(C(=O)OC2=CC=CC=C2)C1)O phenyl 5-(1-cyanocyclobutyl)-2-hydroxybenzoate